The molecule is a HETE that is arachidonic acid carrying a hydroxy substituent at position 13. It has a role as a rat metabolite. It is a HETE and a secondary allylic alcohol. It derives from an arachidonic acid. It is a conjugate acid of a 13-HETE(1-). CCCCC/C=C\\C(/C=C\\C/C=C\\C/C=C\\CCCC(=O)O)O